ClC1=CC=C(C=C1)C=1C=2C=CC=3N(C2N=C(C1)C1(CCC1)F)C=C(N3)C(=O)NN 4-(4-chlorophenyl)-2-(1-fluorocyclobutyl)imidazo[1,2-a][1,8]naphthyridine-8-carbohydrazide